(S)-1-(tert-butoxycarbonyl)azetidine C(C)(C)(C)OC(=O)N1CCC1